FC(F)(F)SC1=CC=C(N)C=C1 4-[(trifluoromethyl)sulfanyl]aniline